(S)-2-(6-Fluoropyridin-2-yl)butan-2-ol FC1=CC=CC(=N1)[C@](C)(CC)O